1-(5-(4-amino-7-methyl-7H-pyrrolo[2,3-d]pyrimidin-5-yl)-4-fluoroindolin-1-yl)-2,2-difluoro-2-phenylethanone NC=1C2=C(N=CN1)N(C=C2C=2C(=C1CCN(C1=CC2)C(C(C2=CC=CC=C2)(F)F)=O)F)C